C(C)NC=1C2=C(N=C(C1)NC1=C(C=C(C=C1)S(=O)(=O)N1CCC(CC1)N1CCOCC1)OC)NC=C2 N4-ethyl-N6-(2-methoxy-4-((4-morpholinopiperidin-1-yl)sulfonyl)phenyl)-1H-pyrrolo[2,3-b]pyridine-4,6-diamine